pregnenone CC(C1=CC[C@H]2[C@@H]3CCC4CCCC[C@]4(C)[C@H]3CC[C@]12C)=O